ethyl 2-cyano-3-(3,5-di-tert-butyl-4-hydroxyphenyl)-3-phenylacrylate C(#N)C(C(=O)OCC)=C(C1=CC=CC=C1)C1=CC(=C(C(=C1)C(C)(C)C)O)C(C)(C)C